scandium strontium manganese [Mn].[Sr].[Sc]